ClC=1C=C2C=CN(C2=C(C1)C1=C2C(=NC=C1)C=C(S2)CN2C(N(C(=CC2=O)OC)CC(F)(F)F)=O)CC2(CCNCC2)C#N 4-((5-Chloro-7-(2-((4-methoxy-2,6-dioxo-3-(2,2,2-trifluoroethyl)-3,6-Dihydropyrimidin-1(2H)-yl)methyl)thieno[3,2-b]pyridin-7-yl)-1H-indol-1-yl)methyl)piperidine-4-carbonitrile